F[C@H]1C(N[C@H](C12CC2)COC2=NC=CC1=CC(=C(C=C21)OC)C(=O)N)=O 1-{[(4R,7R)-7-fluoro-6-oxo-5-azaspiro[2.4]hept-4-yl]methoxy}-7-methoxyisoquinoline-6-carboxamide